ClC1=CC(=NC=C1)N1C=C(C2=C1N=CN=C2N2C[C@H](N(C[C@@H]2C)C(=O)OC(C)(C)C)C)N2N=CC=C2 tert-butyl (2R,5S)-4-(7-(4-chloropyridin-2-yl)-5-(1H-pyrazol-1-yl)-7H-pyrrolo[2,3-d]pyrimidin-4-yl)-2,5-dimethylpiperazine-1-carboxylate